ClC=1N=C(N2N=C(N=CC21)N[C@@H]2[C@@H](CN(CC2)S(=O)(=O)C)F)[C@@H](C(C)(O)C)C (3S)-3-(5-chloro-2-{[(3R,4S)-3-fluoro-1-methanesulfonylpiperidin-4-yl]amino}imidazo[4,3-f][1,2,4]triazin-7-yl)-2-methylbutan-2-ol